(2S)-2-[(3R)-1-tert-Butoxycarbonylpyrrolidin-3-yl]-3-[3-fluoro-5-(2-oxoindolin-1-yl)phenyl]propanoic acid C(C)(C)(C)OC(=O)N1C[C@H](CC1)[C@@H](C(=O)O)CC1=CC(=CC(=C1)N1C(CC2=CC=CC=C12)=O)F